(1z)-1,3-bis(aminomethyl)-4,5-dimethoxybenzene NCC1=CC(=C(C(=C1)OC)OC)CN